2-((4-aminobutyl)(3-aminobutyl)amino)ethan-1-ol NCCCCN(CCO)CCC(C)N